5-(3-methoxybenzyl)-N-(4-(5-((4-hydroxy-4-methylpentyl)oxy)-2-methylphenyl)pyridin-2-yl)-4H-1,2,4-triazole-3-carboxamide COC=1C=C(CC=2NC(=NN2)C(=O)NC2=NC=CC(=C2)C2=C(C=CC(=C2)OCCCC(C)(C)O)C)C=CC1